(R)-1'-(2-(5-Amino-3-(2,2,3,3-tetramethylcyclopropyl)-1H-pyrazol-1-yl)acetyl)-6-chloro-5-fluorospiro[benzo[d][1,3]oxazine-4,3'-pyrrolidin]-2(1H)-one NC1=CC(=NN1CC(=O)N1C[C@@]2(CC1)C1=C(NC(O2)=O)C=CC(=C1F)Cl)C1C(C1(C)C)(C)C